3-[2-(3-chlorophenyl)ethynyl]-5,6,7,8-tetrahydroimidazo[1,2-a]pyrazine ClC=1C=C(C=CC1)C#CC1=CN=C2N1CCNC2